dilithium isopropylphosphate C(C)(C)OP(=O)([O-])[O-].[Li+].[Li+]